ClC1=CC=C(C=C1)C(CP(=O)(C1=CC=CC=C1)C1=CC=CC=C1)=O 1-(4-Chlorophenyl)-2-(diphenylphosphinoyl)ethane-1-one